C(C)(C)(C)OC(=O)N1CC(C1)OCCCCCC1=CC=C2CCCN(C2=N1)C(=O)OC(C)(C)C tert-butyl 7-(5-(1-(tert-butoxycarbonyl)azetidin-3-yloxy)pentyl)-3,4-dihydro-1,8-naphthyridine-1(2H)-carboxylate